N-(4-(3,3-difluorocyclobutyl)-1-methyl-3-(4-(trifluoromethoxy)phenyl)-1H-pyrazol-5-yl)-2-(1-(trifluoromethyl)cyclopropyl)acetamide FC1(CC(C1)C=1C(=NN(C1NC(CC1(CC1)C(F)(F)F)=O)C)C1=CC=C(C=C1)OC(F)(F)F)F